3-(1-ethyl-1H-1,2,3-triazol-4-yl)aniline C(C)N1N=NC(=C1)C=1C=C(N)C=CC1